N1(CCNCCC1)C(CCC)C1=NC2=CC=C(C=C2C(N1CC)=O)Br 2-(1-(1,4-diazepan-1-yl)butyl)-6-bromo-3-ethylquinazolin-4(3H)-one